(2R)-N-[2-(1-benzylpiperidin-4-yl)ethyl]-4-(5-fluoropyridin-3-yl)-2-methylpiperazine-1-carboxamide C(C1=CC=CC=C1)N1CCC(CC1)CCNC(=O)N1[C@@H](CN(CC1)C=1C=NC=C(C1)F)C